4-(4-methoxypiperidin-1-yl)but-2-en-1-one COC1CCN(CC1)CC=CC=O